N(C(=O)C)C1=C(C=CC=C1)NCC(=O)NCC1=CC(=CC=C1)Cl 2-((2-Acetaminophenyl)amino)-N-(3-chlorobenzyl)acetamide